1-((6-aminopyridin-3-yl)methyl)piperidin NC1=CC=C(C=N1)CN1CCCCC1